NC1=NC(=CC(=C1)NCCCC)CC1=CC=C(C=C1)CN(CCO)CCO 2-Amino-6-(4-((bis(2-hydroxyethyl)amino)methyl)benzyl)-4-(butylamino)pyridine